(R)-6-chloro-N-(2-fluoro-3-hydroxy-3-methylbutyl)-4-(methylamino)nicotinamide ClC1=NC=C(C(=O)NC[C@H](C(C)(C)O)F)C(=C1)NC